O[C@@H](C(=O)NCCC1=CC=C(C=C1)[N+](=O)[O-])C (R)-2-hydroxy-N-(4-nitrophenethyl)propionamide